FC1=C(CC=2C(OC3=CC(=CC=C3C2C)OCOCCOC)=O)C=CC=C1[N+](=O)[O-] 3-(2-fluoro-3-nitrobenzyl)-7-((2-methoxyethoxy)methoxy)-4-methyl-2H-chromen-2-one